tri-hexadecylaluminum C(CCCCCCCCCCCCCCC)[Al](CCCCCCCCCCCCCCCC)CCCCCCCCCCCCCCCC